methyl (S)-1-((9,9-difluoro-9H-fluorene-3-carbonyl) glycyl)-4-(difluoromethylene)pyrrolidine-2-carboxylate FC1(C2=CC=CC=C2C=2C=C(C=CC12)C(=O)NCC(=O)N1[C@@H](CC(C1)=C(F)F)C(=O)OC)F